CC1(C=CCC2CCC(CC12)C=O)C Hexahydro-8,8-dimethyl-2-naphthaldehyd